COCOC(CO)C 2-methoxymethyloxy-1-propanol